ClC=1C=C2C(=CN(C2=CC1)C)\N=N\C1=CC=C(C=C1)C (E)-5-chloro-1-methyl-3-(p-tolyldiazenyl)-1H-indole